C(C)(C)(C)OC(=O)N1N=C(C2=CC(=CC(=C12)Br)C)N(C(=O)OC(C)(C)C)C(=O)OC(C)(C)C 7-bromo-3-(bis(t-butoxycarbonyl)amino)-5-methyl-1H-indazole-1-carboxylic acid tert-butyl ester